ClCC=1N=C2N(C=C(C=C2C#N)C2CC2)C1 2-(chloromethyl)-6-cyclopropylimidazo[1,2-a]pyridine-8-carbonitrile